Sodium dodecyl e-sulfate S(=O)(=O)(OCCCCCCCCCCCC)[O-].[Na+]